1,4-bis(4-benzoyl-3-hydroxyphenoxy)butane carbon tin [Sn].[C].C(C1=CC=CC=C1)(=O)C1=C(C=C(OCCCCOC2=CC(=C(C=C2)C(C2=CC=CC=C2)=O)O)C=C1)O